FC=1C=C2C=C(C=NC2=CC1F)NC1=NC(=NC=C1)NC=1C=C2CCN(C2=NC1)C(CN(C)C)=O 1-{5-[4-(6,7-difluoro-3-quinolylamino)-2-pyrimidinylamino]-1,7-diaza-1-indanyl}-2-(dimethylamino)-1-ethanone